11-(4-(4-(4-(hexyloxy)-2-hydroxyphenyl)-6-mesityl-1,3,5-triazin-2-yl)-3-hydroxyphenoxy)undecyl methacrylate C(C(=C)C)(=O)OCCCCCCCCCCCOC1=CC(=C(C=C1)C1=NC(=NC(=N1)C1=C(C=C(C=C1)OCCCCCC)O)C1=C(C=C(C=C1C)C)C)O